[Si](C)(C)(C(C)(C)C)OCCCON1C(C2=C(N(C(C=C2CC1)=O)C)NC1=C(C=C(C=C1)I)F)=O 2-((tert-Butyldimethylsilanyloxy)propoxy)-8-((2-fluoro-4-iodophenyl)amino)-7-methyl-3,4-dihydro-2,7-naphthyridine-1,6(2H,7H)-dione